1-Benzyl(2-((1-(2,6-dioxopiperidin-3-yl)-3-methyl-2-oxo-2,3-dihydro-1H-benzo[d]imidazol-4-yl)methyl)spiro[3.5]nonan-7-yl)(methyl)carbamate C(C1=CC=CC=C1)CN(C([O-])=O)C1CCC2(CC(C2)CC2=CC=CC=3N(C(N(C32)C)=O)C3C(NC(CC3)=O)=O)CC1